C(C)(C)OC=1C=C(C=CC1)C1=NN(C=C1CC1=CC=C(C=C1)S(N)(=O)=O)C=1SC=C(N1)C(=O)O 2-(3-(3-Isopropoxyphenyl)-4-(4-sulfamoylbenzyl)-1H-pyrazol-1-yl)thiazole-4-carboxylic acid